(3S)-N-[4-methyl-3-[2-(1-methylpiperidin-3-yl)-6-(morpholin-4-yl)pyridin-4-yl]phenyl]-3-(2,2,2-trifluoroethyl)pyrrolidine-1-carboxamide CC1=C(C=C(C=C1)NC(=O)N1C[C@@H](CC1)CC(F)(F)F)C1=CC(=NC(=C1)N1CCOCC1)C1CN(CCC1)C